C(C)C(C(=O)OC[C@@H]1[C@H]([C@H]([C@@H](O1)N1C=[N+](C=2C(=O)NC(NC)=NC12)C)O)O)(C1=CC=CC=C1)N1N=CC(=C1)Br N2,7-dimethyl-guanosine Ethyl-(4-bromo-1H-pyrazol-1-yl)(phenyl)acetate